4,4-dimethyl-1-[[4-[5-(trifluoromethyl)-1,2,4-oxadiazol-3-yl]-phenyl]methyl]pyrrolidin-2-one CC1(CC(N(C1)CC1=CC=C(C=C1)C1=NOC(=N1)C(F)(F)F)=O)C